N-[(5-Hydroxypyridin-2-yl)methyl]-6-methyl-4-[(1-methylcyclopropyl)amino]furo[2,3-d]pyrimidin-5-carboxamide OC=1C=CC(=NC1)CNC(=O)C1=C(OC=2N=CN=C(C21)NC2(CC2)C)C